ClC1=CC(=C(COC2=NC=CC=C2C2=CC=C(CC3=NC4=C(N3CC3=NN=CN3CCC)C=C(C=C4)C(=O)O)C=C2)C=C1)F 2-(4-(2-((4-chloro-2-fluorobenzyl)oxy)pyridin-3-yl)benzyl)-1-((4-propyl-4H-1,2,4-triazol-3-yl)methyl)-1H-benzo[d]imidazole-6-carboxylic acid